(S)-quinuclidin-3-yl (6-(2,5-dichlorophenyl)-2,2-dimethyl-1,2,3,4-tetrahydronaphthalen-1-yl)carbamate monosodium fumarate C(\C=C\C(=O)O)(=O)[O-].[Na+].ClC1=C(C=C(C=C1)Cl)C=1C=C2CCC(C(C2=CC1)NC(O[C@@H]1CN2CCC1CC2)=O)(C)C